C(C)OC(=O)C=1N(C=C(C1)NC(=O)C=1N(C=C(N1)NC(CCN)=O)C)CCCCCCN=[N+]=[N-].S1C2=C(C=C1C1=CC=C(C=C1)C1=CC3=C(C=C1)C=1SC4=C(C1S3)C=CC(=C4)C4=CC=C(C=C4)C4=CC3=C(S4)C=C4C=CC=CC4=C3)C=C3C=CC=CC3=C2 2,7-bis(4-(naphtho[2,3-b]thiophen-2-yl)phenyl)[1]benzothieno[3,2-b][1]benzothiophene ethyl-4-[4-(3-aminopropanamido)-1-methylimidazole-2-amido]-1-(6-azidohexyl)pyrrole-2-carboxylate